(5-fluoro-2-(piperazin-1-yl)pyrimidin-4-yl)-5-methyl-1,3,4-oxadiazole FC=1C(=NC(=NC1)N1CCNCC1)C=1OC(=NN1)C